CC(CCOC(CCC(=O)OCCCCCCC(CCCC(=O)O[C@H]1[C@]2(CC[C@@H](C1)C2(C)C)C)=O)OCCC(CCC=C(C)C)C)CCC=C(C)C (1S,2R,4S)-1,7,7-trimethylbicyclo[2.2.1]heptan-2-yl 11-((4,4-bis((3,7-dimethyloct-6-en-1-yl)oxy)butanoyl)oxy)-5-oxoundecanoate